C(CC(C)C)OC(C=CC1=CC=C(C=C1)OC)=O isoamyl-4-methoxycinnamate